C1NCC12CC(C2)C2=NC(=C(N2C)C2=C1C=NNC1=CC(=C2)Cl)C=2C=C1C=NN(C1=CC2)C 4-[2-(2-azaspiro[3.3]heptan-6-yl)-3-methyl-5-(1-methylindazol-5-yl)imidazol-4-yl]-6-chloro-1H-indazole